4-((tert-butyldimethylsilyl)oxy)benzaldehyde-2,3,5,6-d4 [Si](C)(C)(C(C)(C)C)OC1=C(C(=C(C=O)C(=C1[2H])[2H])[2H])[2H]